ethyl spiro[2.5]octane-6-carboxylate C1CC12CCC(CC2)C(=O)OCC